C1(=CC=CC=C1)C(CCNC(=O)N1CCC(N2C1CN(C([C@@H](C2)CC2=CC=C(C=C2)O)=O)CC=2C=CC=C1C=CC=NC21)=O)C2=CC=CC=C2 (7R)-N-(3,3-diphenylpropyl)-7-(4-hydroxybenzyl)-4,8-dioxo-9-(quinolin-8-ylmethyl)octahydropyrimido[1,2-a][1,4]diazepine-1(2H)-carboxamide